OC1=CC=C(C[C@H]2C(N[C@@H](C(N2)=O)CC2=CC=C(C=C2)O)=O)C=C1 (3S,6R)-3,6-bis(4-hydroxybenzyl)piperazine-2,5-dione